C(C)(C)(C)OC(=O)N(C(OC(C)(C)C)=O)C1=NN(C=C1C#N)C1=C(C=C(C=C1C)[N+](=O)[O-])C(F)F tert-butyl (tert-butoxycarbonyl)(4-cyano-1-(2-(difluoromethyl)-6-methyl-4-nitrophenyl)-1H-pyrazol-3-yl)carbamate